butylhydroquinone C(CCC)C1=C(O)C=CC(=C1)O